triglycerin myristate C(CCCCCCCCCCCCC)(=O)O.OCC(O)CO.OCC(O)CO.OCC(O)CO